acryloyloxydodecyltrihydroxysilane C(C=C)(=O)OCCCCCCCCCCCC[Si](O)(O)O